5-(6-oxa-2-aza-spiro[3.4]oct-2-yl)pyrazolo[1,5-a]pyrimidine-3-carboxamide C1N(CC12COCC2)C2=NC=1N(C=C2)N=CC1C(=O)N